F[C@@H]1C[C@@H](N(C1)C(=O)OC(C)(C)C)COC1=CC(=C(C=C1)C)C(NC1(CC1)C1=CC=CC2=CC=CC=C12)=O (2R,4R)-tert-butyl 4-fluoro-2-((4-methyl-3-((1-(naphthalen-1-yl)cyclopropyl)carbamoyl)phenoxy)methyl)pyrrolidine-1-carboxylate